FC=1C=C2C=C(NC2=CC1C(F)F)C(=O)O 5-fluoro-6-(difluoromethyl)-1H-indole-2-carboxylic acid